(4-tert-butylbenzoylamino)-5-fluorobenzofuran-2-carboxylic acid C(C)(C)(C)C1=CC=C(C(=O)NC2=C(OC3=C2C=C(C=C3)F)C(=O)O)C=C1